BrC=1C(=C(C(=O)OCOC)C(=C(C1OC(=O)C1(C(=CC(C=C1C)=O)C)OOC(C)(C)C)C)C)OCOC Methoxymethyl 3-bromo-4-((1-(tert-butylperoxy)-2,6-dimethyl-4-oxocyclohexa-2,5-diene-1-carbonyl) oxy)-2-(methoxymethoxy)-5,6-dimethylbenzoate